1-(4-methylnaphthalen-1-yl)-1H-pyrrole-2,5-dione CC1=CC=C(C2=CC=CC=C12)N1C(C=CC1=O)=O